CN1C(CC(CC1)C(=O)O)=O 1-methyl-2-oxo-4-piperidinecarboxylic acid